P-mentha-8-en-3-ol C1(CC(C(CC1)C(=C)C)O)C